2-Ethylsulfanyl-N-[[3-fluoro-4-(methoxymethyl)-phenyl]methyl]-4-methyl-6-morpholin-4-yl-pyridine-3-carboxylic acid amide C(C)SC1=NC(=CC(=C1C(=O)NCC1=CC(=C(C=C1)COC)F)C)N1CCOCC1